2-(azetidin-3-yl)-5-(trifluoromethyl)pyrazolo[1,5-a]pyridine N1CC(C1)C1=NN2C(C=C(C=C2)C(F)(F)F)=C1